C(CCC)[Sn](C=C=C)(CCCC)CCCC tributyl-(prop-1,2-dien-1-yl)stannane